NC=1C=2N(C(=CN1)C)C(=NC2C=2C(=CC(=NC2)NC(C(O)C2=CC(=CC=C2)F)=O)C)C([2H])([2H])[2H] N-[5-[8-amino-5-methyl-3-(trideuteriomethyl)imidazo[1,5-a]pyrazin-1-yl]-4-methyl-2-pyridyl]-2-(3-fluorophenyl)-2-hydroxy-acetamide